C(C)OC(=O)C1=CCCC(C1)NC(=O)OC(C)(C)C 5-((tert-Butoxycarbonyl)amino)cyclohex-1-ene-1-carboxylic acid ethyl ester